OCC1=NNC(=C1)C(=O)O 3-(HYDROXYMETHYL)-1H-PYRAZOLE-5-CARBOXYLIC ACID